3-(p-tolyl)propan-2-on-1-one C1(=CC=C(C=C1)CC(C=O)=O)C